N-(3-(2-aminoquinazolin-6-yl)-2,6-difluorophenyl)-2,5-dichlorobenzenesulfonamide NC1=NC2=CC=C(C=C2C=N1)C=1C(=C(C(=CC1)F)NS(=O)(=O)C1=C(C=CC(=C1)Cl)Cl)F